2-(6-fluorohexyl)-5,6-dimethoxy-3-methylcyclohexa-2,5-diene-1,4-dione FCCCCCCC=1C(C(=C(C(C1C)=O)OC)OC)=O